CC(=CCC/C(=C/CC/C(=C/CC/C(=C/CC/C(=C/CC/C(=C/CC/C(=C/CC/C(=C/CC/C(=C/CC/C(=C/CC/C(=C/CC/C(=C/COP(=O)([O-])OP(=O)([O-])[O-])/C)/C)/C)/C)/C)/C)/C)/C)/C)/C)/C)C The molecule is an all-trans-polyprenyl diphosphate(3-) arising from deprotonation of the diphosphate OH groups of all-trans-dodecaprenyl diphosphate; major species at pH 7.3. It has a role as a human metabolite. It is a conjugate base of an all-trans-dodecaprenyl diphosphate.